tert-butyl (R)-(4-(5,8-dihydro-1,7-naphthyridin-7(6H)-yl)-1-(phenylthio)butan-2-yl)carbamate N1=CC=CC=2CCN(CC12)CC[C@H](CSC1=CC=CC=C1)NC(OC(C)(C)C)=O